C(C)(C)(C)C=1C=C(C(=CC1O)C)C(CCC)C=1C(=CC(=C(C1)C(C)(C)C)O)C 6,6'-di-t-butyl-4,4'-butylidenedim-cresol